BrC=1C=C(C=NC1)C1=C(SC=C1)C(=O)N (5-Bromopyridin-3-yl)thiophene-2-carboxamide